ClC1=NC2=CC=C(C=C2C(=N1)C1=CC=CC=C1)C1=CC=CC=C1 2-chloro-4,6-diphenylquinazoline